5-methoxypyridazin COC=1C=CN=NC1